2-Ethyl-3,5-dimethyl-4-methoxy-phenol C(C)C1=C(C=C(C(=C1C)OC)C)O